N1C=C(C=2C1=NC=CC2)C2=CC=C(C=C2)CCCC(=O)NC=2C=NC=CC2 4-(4-(1H-pyrrolo[2,3-b]pyridin-3-yl)phenyl)-N-(pyridin-3-yl)butanamide